N-(3-chloro-4-(1H-pyrazol-1-yl)phenyl)-5-cyclopropyl-1-(2-carbonyl-1,2-dihydrobenzo[cd]indol-6-yl)-1H-pyrazole-4-carboxamide ClC=1C=C(C=CC1N1N=CC=C1)NC(=O)C=1C=NN(C1C1CC1)C=1C=2C3=C(C(NC3=CC1)=C=O)C=CC2